benzyl 4-(4-(3-(1-(2,6-dioxopiperidin-3-yl)-3-methyl-2-oxo-2,3-dihydro-1H-benzo[d]imidazol-5-yl)prop-2-yn-1-yl)piperazin-1-yl)piperidine-1-carboxylate O=C1NC(CCC1N1C(N(C2=C1C=CC(=C2)C#CCN2CCN(CC2)C2CCN(CC2)C(=O)OCC2=CC=CC=C2)C)=O)=O